FC=1C=C(C=CC1F)N1N=CC(=C1C(F)(F)F)C(=O)N 1-(3,4-difluorophenyl)-5-(trifluoromethyl)-1H-pyrazole-4-carboxamide